N-(1-methylpiperidin-4-yl)-6-(5-(1,3,5-trimethyl-1H-pyrazol-4-yl)-1H-pyrrolo[2,3-b]pyridin-3-yl)quinazolin-4-amine CN1CCC(CC1)NC1=NC=NC2=CC=C(C=C12)C1=CNC2=NC=C(C=C21)C=2C(=NN(C2C)C)C